Methyl (R)-3-ethyl-1-methyl-2-oxoindoline-3-carboxylate C(C)[C@@]1(C(N(C2=CC=CC=C12)C)=O)C(=O)OC